C(C)(C)(C)OC(CCCCOC1=CC=CC(=N1)C1CCC(CC1)OCC1N(CCCC1NS(=O)(=O)C)C(=O)OC(C)(C)C)=O tert-butyl 2-((((1s,4s)-4-(6-((5-(tert-butoxy)-5-oxopentyl)oxy)pyridin-2-yl)cyclohexyl)oxy)methyl)-3-(methylsulfonamido)piperidine-1-carboxylate